C(C)(C)N1N2C(C=3C4=C(C(=CC3C1)OCCCOC)OCCC4)=CC(C(=C2)C(=O)O)=O 8-isopropyl-5-(3-methoxypropoxy)-12-oxo-1,2,3,7,8,12-hexahydropyrano[2,3-h]pyrido[2,1-a]phthalazine-11-carboxylic acid